isopropyl-lactate C(C)(C)OC(C(O)C)=O